N,N'-bis(3-chlorophenyl)cyclopropane-1,1-diamide ClC=1C=C(C=CC1)NC(=O)C1(CC1)C(=O)NC1=CC(=CC=C1)Cl